ClC=1C(=CC(=C(C(=O)N[C@H]2[C@H](N(CC2)CC2=C(C(=C(C(=C2[2H])[2H])[2H])[2H])[2H])C)C1)OC)NC 5-Chloro-N-((2R,3R)-1-((pentadeuterophenyl)methyl)-2-methylpyrrolidin-3-yl)-2-methoxy-4-(methylamino)benzamide